BrC1=CC(=C(COCC2=C(C=C(C=C2C)Br)C)C(=C1)C)C 4-bromo-2,6-dimethylbenzyl ether